Cl.FC(OC1=CC=C(OC2CC(C2)NCC2=C3C=CN=CC3=CC=C2F)C=C1)F (1r,3r)-3-(4-(difluoromethoxy)phenoxy)-N-((6-fluoroisoquinolin-5-yl)methyl)cyclobutane-1-amine hydrochloride